COC1=CC=CC(=C1O)C=O 2-Vanillin